C(C1=CC=CC=C1)C1=CN2C(=C(C=C2C=C1)C)C(=O)NC1(C(NCC1)=O)CO 6-benzyl-N-(3-(hydroxymethyl)-2-oxopyrrolidin-3-yl)-2-methylindolizine-3-carboxamide